6-amino-3-methoxy-2-pyridinecarbonitrile NC1=CC=C(C(=N1)C#N)OC